Tert-butyl (2R,3S)-2-(((tert-butyldimethylsilyl)oxy)methyl)-3-(N-(4-methoxy benzyl)methylsulfonamido)pyrrolidine-1-carboxylate [Si](C)(C)(C(C)(C)C)OC[C@@H]1N(CC[C@@H]1N(S(=O)(=O)C)CC1=CC=C(C=C1)OC)C(=O)OC(C)(C)C